(4-(2-(Tert-butyl)phenyl)piperidin-1-yl)((2S,3S)-3-hydroxypyrrolidin-2-yl)methanone C(C)(C)(C)C1=C(C=CC=C1)C1CCN(CC1)C(=O)[C@H]1NCC[C@@H]1O